N1C=C(C2=CC=CC=C12)C(C(=O)NC1C(N(CC1)C1=CC=C(C=C1)OC(F)(F)F)=O)=O 2-(1H-indol-3-yl)-2-oxo-N-(2-oxo-1-(4-(trifluoromethoxy)phenyl)pyrrolidin-3-yl)acetamide